C(CCCCCCCCCCCCCCCCC)N(O)CCCCCCCCCCCCCCCCCC N,N-distearyl-hydroxylamine